pyridineamine hydrochloride Cl.N1=C(C=CC=C1)N